1-(5-(8-(3-fluorophenyl)-7,8-dihydro-6H-pyrrolo[2',1':2,3]imidazo[4,5-b]pyridin-2-yl)pyrimidin-2-yl)piperidin-4-ol FC=1C=C(C=CC1)C1CCC2=NC=3C(=NC(=CC3)C=3C=NC(=NC3)N3CCC(CC3)O)N21